(R)-4-amino-N-(1-((3-(benzyloxy)-1-(1-(methylsulfonyl)spiro[indolin-3,4'-piperidin]-1'-yl)-1-oxopropan-2-yl)amino)-2-methyl-1-oxopropan-2-yl)butylamine NCCCCNC(C(=O)N[C@@H](C(=O)N1CCC2(CC1)CN(C1=CC=CC=C12)S(=O)(=O)C)COCC1=CC=CC=C1)(C)C